1-(2,4-difluoro-3-methoxyphenyl)propan-1-one carbon [C].FC1=C(C=CC(=C1OC)F)C(CC)=O